ClC1=C(N(C(C2=C(C=CC=C12)C1=C(C(=C(C=C1)OC)OCC)F)=O)C1=CC=CC=C1)[C@H](C)NC=1C2=C(N=CN1)NC=CC2=O (S)-4-((1-(4-chloro-8-(3-ethoxy-2-fluoro-4-methoxyphenyl)-1-oxo-2-phenyl-1,2-dihydroisoquinolin-3-yl)ethyl)amino)pyrido[2,3-d]pyrimidin-5(8H)-one